N-(5-(4-(((3S,4S)-4-hydroxypyrrolidin-3-yl)methoxy)-1-methyl-1H-pyrazol-5-yl)pyrazolo[1,5-a]pyridin-2-yl)cyclopropanecarboxamide O[C@H]1[C@@H](CNC1)COC=1C=NN(C1C1=CC=2N(C=C1)N=C(C2)NC(=O)C2CC2)C